1-(4-(((6-(2-Chloro-3-(3-chloro-2-(4-(((2,2-difluoroethyl)amino)methyl)-3-methoxyphenyl)pyridin-4-yl)phenyl)-2-methoxypyridin-3-yl)methyl)amino)piperidin-1-yl)ethan-1-one ClC1=C(C=CC=C1C1=C(C(=NC=C1)C1=CC(=C(C=C1)CNCC(F)F)OC)Cl)C1=CC=C(C(=N1)OC)CNC1CCN(CC1)C(C)=O